((1S,4R,6R)-6-((5-bromopyridin-2-yl)oxy)-2-azabicyclo[2.2.2]oct-2-yl)(5-methyl-2-(2H-1,2,3-triazol-2-yl)pyridin-3-yl)methanone BrC=1C=CC(=NC1)O[C@@H]1C[C@@H]2CN([C@H]1CC2)C(=O)C=2C(=NC=C(C2)C)N2N=CC=N2